CC1(C(N(OC1)CC1=CC=C(C=C1)C1=NOC(=N1)C(F)(F)F)=O)C 4,4-dimethyl-2-[[4-(5-(trifluoromethyl)-1,2,4-oxadiazol-3-yl)phenyl]methyl]isoxazolidin-3-one